ClC1=C(C(=O)NC(C(=O)O)CNC(=O)N[C@@H]2CCC3=CC=CC=C23)C(=CC=C1N1CC(C1)C1=CC=C(C=C1)Cl)Cl 2-(2,6-dichloro-3-(3-(4-chlorophenyl)azetidin-1-yl)benzamido)-3-(3-((R)-2,3-dihydro-1H-inden-1-yl)ureido)propanoic acid